NC(C(=O)O)C(CCCCC(C(=O)OC)(C)C1=CC(=CC=C1)Br)(C)C 2-Amino-8-(3-bromophenyl)-9-methoxy-3,3,8-trimethyl-9-oxononanoic acid